C(#N)C=1C=C2C(=CNC2=CC1)C(C(=O)Cl)=O (5-cyano-1H-indol-3-yl)-2-oxoacetyl chloride